C1C(CC12CNCC2)N 6-azaspiro[3.4]octan-2-amine